4-biphenyl-formonitrile C1(=CC=C(C=C1)C#N)C1=CC=CC=C1